1-(9Z-nonadecenoyl)-2-docosanoyl-glycero-3-phosphocholine CCCCCCCCCCCCCCCCCCCCCC(=O)O[C@H](COC(=O)CCCCCCC/C=C\CCCCCCCCC)COP(=O)([O-])OCC[N+](C)(C)C